O[C@@H]1C[C@H](N(C1)C(=O)OC(C)(C)C)C(N[C@@H](C)C1=CC=C(C=C1)C1=C(N=CS1)C)=O tert-butyl (2S,4R)-4-hydroxy-2-[[(1S)-1-[4-(4-methylthiazol-5-yl) phenyl]ethyl]carbamoyl]pyrrolidine-1-carboxylate